di-methylallyl pyrophosphate O(P([O-])(=O)OP(=O)([O-])[O-])CC=C(C)C